NC=1SC(=CN1)C(=O)NC1=C(C=C(C(=C1)C(NC1=NC=C(C=C1)C(F)F)=O)F)F 2-Amino-N-[5-[[5-(difluoromethyl)pyridin-2-yl]carbamoyl]-2,4-difluorophenyl]-1,3-thiazole-5-carboxamide